phenylenediammonium hexafluoroantimonate F[Sb-](F)(F)(F)(F)F.C1(=C(C=CC=C1)[NH3+])[NH3+].F[Sb-](F)(F)(F)(F)F